C(CC)C1CC(OC1)=O 4-n-propyl-dihydrofuran-2(5H)-one